2-methyl-1,3-propylene glycol dibenzoate C(C1=CC=CC=C1)(=O)OCC(COC(C1=CC=CC=C1)=O)C